FC=1C=C(C=CC1F)C1=C(C=CC(=C1)F)NC(=O)C=1C(=NN(C1)C)C(F)F 3-difluoromethyl-1-methyl-1H-pyrazole-4-carboxylic acid (3',4',5-trifluoro-biphenyl-2-yl)-amide